4-(4-(sec-Butyl)-1-((5-methoxy-7-methyl-1H-indol-4-yl)methyl)piperazin-2-yl)benzoic acid C(C)(CC)N1CC(N(CC1)CC1=C2C=CNC2=C(C=C1OC)C)C1=CC=C(C(=O)O)C=C1